C(C1=CC=CC=C1)OC(CCCN(C)CC1CN(C1)C(=O)OC(C)(C)C)=O tert-butyl 3-[[(4-benzyloxy-4-oxo-butyl)-methyl-amino]methyl]azetidine-1-carboxylate